2-((2-(difluoromethoxy)-4-(4-(4-methylpiperazin-1-yl)piperidin-1-yl)phenyl)amino)-5-(trifluoromethyl)pyrimidin FC(OC1=C(C=CC(=C1)N1CCC(CC1)N1CCN(CC1)C)NC1=NC=C(C=N1)C(F)(F)F)F